N[C@H](C(=O)O)CC1=CC=C(C=C1)OC(F)(F)F (S)-2-Amino-3-[4-(trifluoromethoxy)phenyl]propanoic acid